6'-bromo-4,4-difluoro-3'H-spiro[cyclohexane-1,1'-isobenzofuran] BrC1=CC=C2COC3(C2=C1)CCC(CC3)(F)F